Tert-butyl (R)-3-((((9H-fluoren-9-yl) methoxy) carbonyl) amino)-4-(((R)-2-((tert-butoxycarbonyl)-(methyl) amino)-3-(4-chlorophenyl) propyl) (methyl) amino)-4-oxobutanoate C1=CC=CC=2C3=CC=CC=C3C(C12)COC(=O)N[C@H](CC(=O)OC(C)(C)C)C(=O)N(C)C[C@@H](CC1=CC=C(C=C1)Cl)N(C)C(=O)OC(C)(C)C